5,5-dimethyl-1,2-dioxolan CC1(CCOO1)C